NC1N(CCCC1)C(=O)O aminopiperidinecarboxylic acid